(4-((2S,4S)-4-ethoxy-1-((5-methoxy-7-methyl-1H-indol-4-yl)methyl)piperidin-2-yl)benzoyl)asparagine C(C)O[C@@H]1C[C@H](N(CC1)CC1=C2C=CNC2=C(C=C1OC)C)C1=CC=C(C(=O)N[C@@H](CC(N)=O)C(=O)O)C=C1